Racemic-1-((3aS,6aR)-1,1-dimethyl-5-(7-(trifluoromethyl)imidazo[1,5-a]pyridin-8-yl)hexahydropyrrolo[3,4-c]pyrrol-2(1H)-yl)ethanone CC1(N(C[C@H]2[C@@H]1CN(C2)C=2C=1N(C=CC2C(F)(F)F)C=NC1)C(C)=O)C |r|